1-(1-methylcyclopropyl)-1H-imidazole-4-carboxylic acid CC1(CC1)N1C=NC(=C1)C(=O)O